FC(C(=O)O)(F)F.N1(C=CN=CC=C1)C1=CC=C2C=NN(C2=C1)C 6-(1,4-diazepine-1-yl)-1-methyl-1H-indazole trifluoroacetate